4-((2R,4r,6S)-2-cyano-7-((5-methoxy-7-methyl-1H-indol-4-yl)methyl)-7-azaspiro[3.5]nonan-6-yl)-N-(2-azaspiro[3.3]heptan-6-yl)benzamide C(#N)C1CC2(C1)C[C@H](N(CC2)CC2=C1C=CNC1=C(C=C2OC)C)C2=CC=C(C(=O)NC1CC3(CNC3)C1)C=C2